ClC(C1=NC=C(C=C1F)F)([2H])[2H] 2-(chloromethyl-d2)-3,5-difluoropyridine